C12CN(CC(CC1)O2)C2=C1C(=NC(=C2)N2CC3CCC(C2)O3)C(=NN1C)C1=NNC=C1 3-(7-(8-oxa-3-azabicyclo[3.2.1]octane-3-yl)-1-methyl-3-(1H-pyrazol-3-yl)-1H-pyrazolo[4,3-b]pyridin-5-yl)-8-oxa-3-azabicyclo[3.2.1]octane